N-[(3R,4S)-1-{5-[5-chloro-3-(2,6-difluorophenyl)pyridin-2-yl]-4,5-dihydro-1,2-oxazol-3-yl}-4-fluoropyrrolidin-3-yl]cyclopropanesulfonamide ClC=1C=C(C(=NC1)C1CC(=NO1)N1C[C@H]([C@H](C1)F)NS(=O)(=O)C1CC1)C1=C(C=CC=C1F)F